3-chloro-1,2-propanediol-D5 [2H]C([2H])(C([2H])(C([2H])([2H])Cl)O)O